N1CC(OCC1)CCNC(C)=O N-(2-morpholin-2-ylethyl)acetamide